5-fluoro-4-(7-fluoro-2-methyl-3-propyl-2H-indazol-5-yl)-N-(4-((methylsulfonyl)methyl)pyridin-2-yl)pyridin-2-amine FC=1C(=CC(=NC1)NC1=NC=CC(=C1)CS(=O)(=O)C)C1=CC2=C(N(N=C2C(=C1)F)C)CCC